O[C@H](C(=O)O)[C@H](CC)C (2s,3s)-2-HYDROXY-3-METHYLPENTANOIC ACID